C1(CCC1)OC=1C=2N(C=NC1C=1C=NN(C1)C(C)OCC)N=C(N2)NC2=C(C=C(C(=O)OC)C=C2)C methyl 4-((8-cyclobutoxy-7-(1-(1-ethoxyethyl)-1H-pyrazol-4-yl)-[1,2,4]triazolo[1,5-c]pyrimidin-2-yl) amino)-3-methylbenzoate